(R)-6-(4-fluorophenyl)-N-methyl-4-((1-(6-methylpyridazin-3-yl)ethyl)amino)quinazoline-8-sulfonamide FC1=CC=C(C=C1)C=1C=C2C(=NC=NC2=C(C1)S(=O)(=O)NC)N[C@H](C)C=1N=NC(=CC1)C